tris(methyl)phenol CC1=C(C(=C(C=C1)O)C)C